2-(4'-tert-pentylbenzoyl)benzoic acid C(C)(C)(CC)C1=CC=C(C(=O)C2=C(C(=O)O)C=CC=C2)C=C1